N-[2-[3-[(SR)-[1-[(4aR,8aS)-3-oxo-4,4a,5,7,8,8a-hexahydropyrido[4,3-b][1,4]oxazine-6-carbonyl]-4-piperidinyl]-phenyl-methyl]phenoxy]ethyl]carbamic acid tert-butyl ester C(C)(C)(C)OC(NCCOC1=CC(=CC=C1)[C@H](C1=CC=CC=C1)C1CCN(CC1)C(=O)N1C[C@@H]2[C@@H](OCC(N2)=O)CC1)=O |&1:16|